FC1=C(C=CC=C1)N1N=CC(=C1)C=1SC=C(N1)C(=O)N([C@H]1CNCC1)CCC 2-[1-(2-fluorophenyl)-1H-pyrazol-4-yl]-N-propyl-N-[(3R)-pyrrolidin-3-yl]-1,3-thiazole-4-carboxamide